5-methyl-4-oxo-2-(2-propoxyphenyl)-7-propyl-3,4-dihydropyrrolo[2,1-f][1,2,4]triazine-6-carbaldehyde CC=1C(=C(N2N=C(NC(C21)=O)C2=C(C=CC=C2)OCCC)CCC)C=O